6-((4-(6-(1H-imidazol-2-yl)-2-methylpyridin-3-yl)piperazin-1-yl)methyl)-3-ethylthieno[3,2-d]pyrimidine-2,4(1H,3H)-dione formate C(=O)O.N1C(=NC=C1)C1=CC=C(C(=N1)C)N1CCN(CC1)CC1=CC=2NC(N(C(C2S1)=O)CC)=O